C1(=CC=CC=C1)CCC(CC(=C)C1=CC=CC=C1)C1=CC=CC=C1 1,3,5-triphenyl-5-hexene